1-(6-(Methyl(7H-pyrrolo[2,3-d]pyrimidin-4-yl)amino)-2-azaspiro[3.3]heptan-2-carbonyl)cyclopropanecarbonitril CN(C1CC2(CN(C2)C(=O)C2(CC2)C#N)C1)C=1C2=C(N=CN1)NC=C2